(R)-3-((1-(3-cyanophenyl)-1H-imidazol-4-yl)carbamoyl)-3-fluoropiperidine-1-carboxylic acid tert-butyl ester C(C)(C)(C)OC(=O)N1C[C@@](CCC1)(F)C(NC=1N=CN(C1)C1=CC(=CC=C1)C#N)=O